CC1CN(CC(N1)C)C(=O)C1=CC=C(C=C1)C1=CC=2OC(C(NC2N=C1)=O)C1=CC=CC=C1 7-[4-(3,5-dimethyl-piperazine-1-carbonyl)-phenyl]-2-phenyl-4H-pyrido[3,2-b][1,4]oxazin-3-one